O1C(CC1)CN1C=NC=2C1=NC=CC2 3-(oxetan-2-ylmethyl)-3H-imidazo[4,5-b]pyridine